C(C=C)(=O)N1C[C@@H](N(CC1)C=1C2=C(N(C(N1)=O)C=1C(=NC=CC1SC)C(C)C)N=C(C(=C2)Cl)C2=C(C(=CC(=C2F)F)C)N)C 4-((S)-4-propenoyl-2-methylpiperazin-1-yl)-7-(2-amino-5,6-difluoro-3-methylphenyl)-6-chloro-1-(2-isopropyl-4-(methylsulfanyl)pyridin-3-yl)pyrido[2,3-d]pyrimidin-2(1H)-one